Cl.[N+]([O-])(=NCCCC)CCCC azoxybutane hydrochloride